3-(4-(2-(1-aminopiperidin-4-yl)-2,7-diazaspiro[3.5]non-7-yl)-3-fluorophenyl)piperidine-2,6-dione NN1CCC(CC1)N1CC2(C1)CCN(CC2)C2=C(C=C(C=C2)C2C(NC(CC2)=O)=O)F